C(C)(=O)N1CC2=C(CC1)N(N=C2C=2C=CC=C1C=C(N=CC21)C=2C=NN(C2)C)C2CCN(CC2)CCC2CCN(CC2)C(=O)OC(C)(C)C tert-butyl 4-[2-[4-[5-acetyl-3-[3-(1-methylpyrazol-4-yl)-8-isoquinolyl]-6,7-dihydro-4H-pyrazolo[4,3-c]pyridin-1-yl]-1-piperidyl]ethyl]piperidine-1-carboxylate